1,3-bis(benzyldimethylaminopropyl)5-(dimethylaminopropyl)triazine diammonium dichloride [Cl-].[Cl-].[NH4+].[NH4+].C(C1=CC=CC=C1)C(CCN1NN(CC(=C1)CCCN(C)C)CCC(N(C)C)CC1=CC=CC=C1)N(C)C